N,N-diisopropylbenzenesulfonamide hydrochloride Cl.C(C)(C)N(S(=O)(=O)C1=CC=CC=C1)C(C)C